[(p-methoxyphenyl)methyl]-N-methyl(3-bromo-5-chloro-2-{[2-(trimethylsilyl)ethoxy]methyl}-2H-1,2,4,6-tetraazainden-7-yl)amine COC1=CC=C(C=C1)CN(C)C1=NC(=NC2=C(N(N=C12)COCC[Si](C)(C)C)Br)Cl